[Sn].[Ag].[Pb]=O lead oxide silver-tin